β-mercaptomethylphenylethyltrimethoxysilane SCC(C[Si](OC)(OC)OC)C1=CC=CC=C1